2-(7-Cyanobenzo[b]thiophen-2-yl)thiazole-5-carboxylic acid C(#N)C1=CC=CC2=C1SC(=C2)C=2SC(=CN2)C(=O)O